methylanilinium tetrakis(pentafluorophenyl)borate FC1=C(C(=C(C(=C1[B-](C1=C(C(=C(C(=C1F)F)F)F)F)(C1=C(C(=C(C(=C1F)F)F)F)F)C1=C(C(=C(C(=C1F)F)F)F)F)F)F)F)F.C[NH2+]C1=CC=CC=C1